indolin-4-yl-methanol N1CCC2=C(C=CC=C12)CO